COC([C@@H](NC(=O)OC(C)(C)C)CSC=1SC=CC1)=O N-(tert-butyloxycarbonyl)-S-thiophenyl-L-cysteine methyl ester